C(#N)C=1C=C(OCCNC2(CCOCC2)C(=O)NC2(CC2)C2=CC=C(C(=O)OC)C=C2)C=CC1 Methyl 4-[1-[[4-[2-(3-cyanophenoxy)ethylamino]tetrahydropyran-4-carbonyl]amino]cyclopropyl]benzoate